C(C)(C)(C)OC(=O)N1C[C@H]([C@@H](C1)COS(=O)(=O)C)C (3S,4S)-3-methyl-4-(((methylsulfonyl)oxy)methyl)pyrrolidine-1-carboxylic acid tert-butyl ester